di-tert-butyl (disulfanediylbis(propane-3,1-diyl))bis(ethylcarbamate) S(SCCCN(C(OC(C)(C)C)=O)CC)CCCN(C(OC(C)(C)C)=O)CC